CC1(OC(C2=C(O1)C=C(C=C2)CN2N=CC(=C2)C(=O)OCC2=CC=CC=C2)=O)C benzyl 1-((2,2-dimethyl-4-oxo-4H-benzo[d][1,3]dioxin-7-yl)methyl)-1H-pyrazole-4-carboxylate